C(C)(C)(C)OOC(CCC(=O)[O-])(C)OOC(C)(C)C 4,4-bis(t-butylperoxy)-valerat